Dimethyl (6S,6'S)-5,5'-{1,5-pentanediylbis[oxy(5-methoxy-2-nitrobenzene-4,1-diyl)carbonyl]}bis(5-azaspiro[2.4]heptane-6-carboxylate) C(CCCCOC1=CC(=C(C=C1OC)C(=O)N1CC2(CC2)C[C@H]1C(=O)OC)[N+](=O)[O-])OC1=CC(=C(C=C1OC)C(=O)N1CC2(CC2)C[C@H]1C(=O)OC)[N+](=O)[O-]